F[C@H]1CN(CC1N1N=CC(=C1)C=O)C(=O)[O-] (S)-3-fluoro-4-(4-formyl-1H-pyrazol-1-yl)pyrrolidine-1-carboxylate